(+/-)-3-(2-chlorophenyl)-6-methylene-1,4-oxazepane ClC1=C(C=CC=C1)[C@@H]1COCC(CN1)=C |r|